ClC1=C(C=C2CCNCC2=C1)NC1=NC=C(C(=N1)C1=CC2=C(C(NCCS2(=O)=O)=O)S1)C(F)(F)F 7-(2-((7-chloro-1,2,3,4-tetrahydroisoquinolin-6-yl)amino)-5-(trifluoromethyl)pyrimidin-4-yl)-3,4-dihydrothieno[2,3-f][1,4]thiazepin-5(2H)-one 1,1-dioxide